C(C1=CC=CC=C1)OC1=C(C(=O)O)C=C(C(=C1)OCC1=CC=CC=C1)Cl 2,4-bis(benzyloxy)-5-chlorobenzoic acid